(4-sulfophenyl)-diphenylphosphine S(=O)(=O)(O)C1=CC=C(C=C1)P(C1=CC=CC=C1)C1=CC=CC=C1